C1=CC=C(C(=C1)NCC(=O)O)O N-(hydroxyphenyl)glycine